[C@H]12COC[C@H](CC1)N2C2=NC=C(C(=C2)NC2=CC=1C3=C(C(N(C1C=C2)C)=O)OCC([C@@H](N3)C3CC3)(F)F)F (S)-10-((2-((1R,5S)-3-Oxa-8-azabicyclo[3.2.1]octan-8-yl)-5-fluoropyridin-4-yl)amino)-2-cyclopropyl-3,3-difluoro-7-methyl-1,2,3,4-tetrahydro-[1,4]oxazepino[2,3-c]chinolin-6(7H)-on